CN1[C@@H]([C@@H](CCC1)C1=CC=2C(=NC=CC2NC=2C=CC3=C(N=CS3)C2)S1)C N-(2-((2R,3R)-1,2-dimethylpiperidin-3-yl)thieno[2,3-b]pyridin-4-yl)benzo[d]thiazol-5-amine